1-((2R,3R,4R,5R)-5-((bis(4-methoxyphenyl)(phenyl)methoxy)methyl)-4-((tert-butyldimethylsilyl)oxy)-3-(ethylthio)tetrahydrofuran-2-yl)pyrimidine-2,4(1H,3H)-dione COC1=CC=C(C=C1)C(OC[C@@H]1[C@H]([C@H]([C@@H](O1)N1C(NC(C=C1)=O)=O)SCC)O[Si](C)(C)C(C)(C)C)(C1=CC=CC=C1)C1=CC=C(C=C1)OC